(R)-2-(5-(1-(1H-imidazol-1-yl)-2-methoxyethyl)-1H-1,2,4-triazol-3-yl)-6-chloro-7-fluoro-3-(1H-imidazol-1-yl)-5-methoxy-1-methyl-1H-indole N1(C=NC=C1)[C@@H](COC)C1=NC(=NN1)C=1N(C2=C(C(=C(C=C2C1N1C=NC=C1)OC)Cl)F)C